2,4-bis(hydroxymethyl)-1,3,5-pentanetriol OCC(CO)C(C(CO)CO)O